FC1=CC=C2C=CC(=NC2=C1)C1=CC=C(C=C1)S(=O)(=O)N 4-(7-fluoroquinolin-2-yl)benzenesulfonamide